1,2,3,4-tetrahydroisoquinoline-1-carboxamide C1(NCCC2=CC=CC=C12)C(=O)N